(3R,4S)-4-((S)-8-Methyl-5H-imidazo[5,1-a]isoindol-5-yl)tetrahydrofuran-3-ol CC1=CC=C2[C@@H](N3C(C2=C1)=CN=C3)[C@@H]3[C@H](COC3)O